C(C1=CC=CC=C1)OC1=C(C=CC(=C1)C(F)(F)F)C1=NN=C(C=2N1C=CN2)NC2CN(CCC2)CC 2-(3-((5-(2-(benzyloxy)-4-(trifluoromethyl)phenyl)imidazo[1,2-d][1,2,4]triazin-8-yl)amino)piperidin-1-yl)ethan